ClC1=CN=C2N1C=C(C=C2)C=2C(=NN(C2C2=CC(=C(C=C2)F)OC)C)C 3-chloro-6-[5-(4-fluoro-3-methoxy-phenyl)-1,3-dimethyl-pyrazol-4-yl]imidazo[1,2-a]pyridine